NC1=CC=C(N(C)C2=NC(=NC=C2)NC=2C=C(C=CC2OC)S(=O)(=O)N)C=C1 3-[[4-(4-amino-N-methyl-anilino)pyrimidin-2-yl]amino]-4-methoxy-benzenesulfonamide